BrC1=C2C(C(N(C2=CC=C1)C=1C(=NC(=CC1)OCC1=CC=CC=C1)OCC1=CC=CC=C1)=O)=O 4-bromo-1-(2,6-dibenzyloxy-3-pyridyl)indoline-2,3-dione